C(C)(C)C1C(CC(CC1)C)O 2-Isopropyl-5-methylcyclohexanol